CC1(C2CCC(C1C2)CC(C=O)C)C 3-(6,6-dimethylbicyclo[3.1.1]hept-2-yl)-2-methylpropionaldehyde